2-methyl-2-[5-methyl-6-(1,3-oxazol-2-yl)-2,4-dioxo-1-[(2R)-2-[(3R)-oxolan-3-yloxy]-2-phenylethyl]-1H,2H,3H,4H-thieno[2,3-d]pyrimidin-3-yl]propionic acid CC(C(=O)O)(C)N1C(N(C2=C(C1=O)C(=C(S2)C=2OC=CN2)C)C[C@@H](C2=CC=CC=C2)O[C@H]2COCC2)=O